ClC1=NC(=CC(=N1)CO)NC1CCC(CC1)(F)F (2-chloro-6-((4,4-difluorocyclohexyl)amino)pyrimidin-4-yl)methanol